cis-8-dimethylamino-3-[2-(3,5-dimethyl-1H-pyrazol-1-yl)-pyrimidin-5-yl]-8-phenyl-1,3-diazaspiro[4.5]decan-2-one CN(C1(CCC2(CN(C(N2)=O)C=2C=NC(=NC2)N2N=C(C=C2C)C)CC1)C1=CC=CC=C1)C